ClC=1C=C(C=C(C1)Cl)NC(=O)C=1OC(=CC1)CN1N=C(C=C1C(F)(F)F)C(F)(F)F N-(3,5-dichlorophenyl)-5-((3,5-bistrifluoromethyl-1H-pyrazol-1-yl)methyl)furan-2-carboxamide